1-isopropyl-5-(3-methoxy-2-pyridinyl)-N-[(3R)-tetrahydrofuran-3-yl]pyrazolo[4,3-b]pyridin-7-amine C(C)(C)N1N=CC2=NC(=CC(=C21)N[C@H]2COCC2)C2=NC=CC=C2OC